diacetoxy-(4-bromo-2,6-dimethyl-phenyl)lead C(C)(=O)O[Pb](C1=C(C=C(C=C1C)Br)C)OC(C)=O